C(C1=CC=CC=C1)N1CC2=C(C(=CC=C2C(C1)N)F)F 2-benzyl-7,8-Difluoro-1,2,3,4-tetrahydroisoquinolin-4-amine